C(C)(C)OC([C@](CC(=C)C)(N[S@@](=O)C(C)(C)C)C1=CC=C(C=C1)Br)=O (R)-2-(4-bromophenyl)-2-(((S)-tert-butylsulfinyl)amino)-4-methylpent-4-enoic acid isopropyl ester